(S)-2-(1-(5-chloro-4-ethoxypyridin-2-yl)ethyl)-5-(1,3-dimethyl-1H-pyrazol-4-yl)-7-(2-(ethyl(methyl)amino)ethyl)-3,4-dihydroisoquinolin-1(2H)-one ClC=1C(=CC(=NC1)[C@H](C)N1C(C2=CC(=CC(=C2CC1)C=1C(=NN(C1)C)C)CCN(C)CC)=O)OCC